C(C(=C)C)(=O)OCCC[Si](O[SiH](C)C)(C)C 3-(1,1,3,3-tetramethyldisiloxaneyl)propyl methacrylate